N-((7-chloro-8-fluoroimidazo[1,5-a]pyridin-1-yl)methyl)-1-((6-cyclopropylimidazo[1,2-a]pyridin-2-yl)methyl)-1H-1,2,3-triazole-4-carboxamide ClC1=C(C=2N(C=C1)C=NC2CNC(=O)C=2N=NN(C2)CC=2N=C1N(C=C(C=C1)C1CC1)C2)F